(3,5-di-tert-butyl-4-hydroxyphenyl)propionyl-chlorobenzene C(C)(C)(C)C=1C=C(C=C(C1O)C(C)(C)C)CCC(=O)C1=C(C=CC=C1)Cl